OC(CNC(=O)C=1C=2C[C@@H]3[C@H](C2N(N1)C1=C(C=C(C=C1)F)F)C3)C=3C=NC=CC3 (1aR,5aR)-2-(2,4-Difluoro-phenyl)-1a,2,5,5a-tetrahydro-1H-2,3-diaza-cyclopropa[a]pentalene-4-carboxylic acid (2-hydroxy-2-pyridin-3-yl-ethyl)-amide